C(C)(=O)OCC=C1CCN(CC1)C1=C(C=C(C=C1F)[N+](=O)[O-])F 2-[1-(2,6-difluoro-4-nitro-phenyl)-4-piperidinylidene]Ethyl acetate